tert-butyl (3-chloro-5-cyano-4-(2,6-dioxopiperidin-3-yl)benzyl)carbamate ClC=1C=C(CNC(OC(C)(C)C)=O)C=C(C1C1C(NC(CC1)=O)=O)C#N